Ethyl (S)-1-benzoyl-2-oxo-3-(3-oxopropyl)piperidine-3-carboxylate C(C1=CC=CC=C1)(=O)N1C([C@@](CCC1)(C(=O)OCC)CCC=O)=O